7-{1-[1-(2-Fluorophenyl)-1H-1,2,3-triazol-4-yl]ethyl}-5-(2-methoxypyridin-3-yl)-7H-pyrrolo[2,3-d]pyrimidin-4-amine FC1=C(C=CC=C1)N1N=NC(=C1)C(C)N1C=C(C2=C1N=CN=C2N)C=2C(=NC=CC2)OC